CN(C(CC=1C=C(C=NC1OC)NC([O-])=O)=O)C (5-(2-(Dimethylamino)-2-oxoethyl)-6-methoxypyridin-3-yl)carbamate